(R)-5-(2-fluoro-5-nitrophenyl)-3-imino-2,5-dimethyl-1,2,4-thiadiazine FC1=C(C=C(C=C1)[N+](=O)[O-])[C@]1(NC(N(SC1)C)=N)C